ethyl 2-{[(2R)-1,4-dioxan-2-yl] methyl}-8-methyl-4,5-dihydro-2H-furo[2,3-g]indazole-7-carboxylate O1[C@@H](COCC1)CN1N=C2C3=C(CCC2=C1)OC(=C3C)C(=O)OCC